ClC=1C=NC=CC1SC=1C=2N(C(=NC1)N1CCC3(CCC[C@H]3N)CC1)N=CN2 (R)-8-(8-((3-chloropyridin-4-yl)thio)-[1,2,4]triazolo[1,5-c]pyrimidin-5-yl)-8-azaspiro[4.5]decan-1-amine